6-cyclobutoxy-5-fluoropyridin-3-amine C1(CCC1)OC1=C(C=C(C=N1)N)F